3-ethoxy-4-(7-oxo-6,7-dihydro-3H-[1,2,3]triazolo[4,5-d]pyrimidin-5-yl)-N-(pyridin-2-yl)benzamide C(C)OC=1C=C(C(=O)NC2=NC=CC=C2)C=CC1C=1NC(C2=C(N1)NN=N2)=O